FC1=CC=C2C(C(NC2=C1)=O)(C1=CC2=C(OCO2)C=C1OC[C@@H](CC(C)(C)C)O)C1=CC2=C(OCO2)C=C1OC[C@@H](CC(C)(C)C)O 6-fluoro-3,3-bis(6-(((R)-2-hydroxy-4,4-dimethylpentyl)oxy)benzo[d][1,3]dioxol-5-yl)indolin-2-one